The molecule is a dialkyl ketone that is a four-carbon ketone carrying a single keto- group at position C-2. It has a role as a polar aprotic solvent and a bacterial metabolite. It is a dialkyl ketone, a methyl ketone, a volatile organic compound and a butanone. CCC(=O)C